C(=O)O.FC1(OC=2C(=CC3=C(N=C(S3)NC([C@H](C)N3C[C@@H](C(CC3)(F)F)C3=CC(=[N+](C=C3)[O-])CNC)=O)C2)O1)F 4-((S)-1-((S)-1-((2,2-difluoro-[1,3]dioxolo[4',5':4,5]benzo[1,2-d]thiazol-6-yl)amino)-1-oxopropan-2-yl)-4,4-difluoropiperidin-3-yl)-2-((methylamino)methyl)pyridine 1-oxide formate